C1=CC=C(C=C1)C2=C3C(=CC=C2)N=C(N3)C4=CC(=CC(=C4)C5=NC6=CC=CC(=C6N5)C7=CC=CC=C7)C8=NC9=CC=CC(=C9N8)C1=CC=CC=C1 1,3,5-tri(phenyl-2-benzimidazolyl)-benzene